FC=1C(=NC(=C(C1)OCCOC)F)N 3,6-difluoro-5-(2-methoxyethoxy)pyridin-2-amine